ClC1=CC2=C(N(C(N=C2N2[C@H](CN([C@@H](C2)C)C(C=C)=O)C)=O)C=2C(=NC=CC2C(C)C)C(C)C)N=C1C1=C(C=CC=C1)F 6-Chloro-1-(2,4-diisopropyl-3-pyridyl)-4-[(2S,5R)-2,5-dimethyl-4-prop-2-enoyl-piperazin-1-yl]-7-(2-fluoro-phenyl)pyrido[2,3-d]pyrimidin-2-one